6-chloro-4-(difluoromethoxy)-1H-indole-2-carboxylic acid ClC1=CC(=C2C=C(NC2=C1)C(=O)O)OC(F)F